[I-].[I-].CC1=C(C(=C(C1(C)[Zr+2]C1C(=CC2=CC=CC=C12)CCC)C)C)C (pentamethylcyclopentadienyl)(2-propylindenyl)zirconium diiodide